N1(C=CC2=CC=CC=C12)C1CN(C1)C(=O)OCCCC butyl 3-(1H-indol-1-yl)azetidine-1-carboxylate